N-[4-(3-phenylmorpholine-4-carbonyl)-3-pyrrolidin-1-ylphenyl]cyclopropanecarboxamide C1(=CC=CC=C1)C1N(CCOC1)C(=O)C1=C(C=C(C=C1)NC(=O)C1CC1)N1CCCC1